ethylenebis(2-carbamoyl-4-methyl-5,6-dihydro-4H-5,6-oxazine) C(CC1C(=CC(ON1)C)C(N)=O)C1C(=CC(ON1)C)C(N)=O